BrC1=C2C=CC=NC2=C(C=C1CN(C(OC(C)(C)C)=O)C)Cl tert-Butyl N-[(5-bromo-8-chloro-6-quinolyl)methyl]-N-methyl-carbamate